CN1C(N(C=2N=C(N(C2C1=O)[C@H](C(=O)OCC)C)C)C)=O (S)-ethyl 2-(1,3,8-trimethyl-2,6-dioxo-2,3-dihydro-1H-purin-7(6H)-yl)propanoate